(S)-4-methyl-1-(3-methyl-1,2,4-oxadiazol-5-yl)pentan-2-amine hydrochloride Cl.CC(C[C@@H](CC1=NC(=NO1)C)N)C